C(C)(C)(C)OC(=O)OC=1N(CCC1C1=NN=C(O1)C1=NC=CC=C1N(C(OC(C)(C)C)=O)C1=CC=C(C=C1)C(F)(F)F)CC1=CC=C(C=C1)OC tert-butyl (2-(5-(2-((tert-butoxycarbonyl)oxy)-1-(4-methoxybenzyl)-4,5-dihydro-1H-pyrrol-3-yl)-1,3,4-oxadiazol-2-yl)pyridin-3-yl)(4-(trifluoromethyl)phenyl)carbamate